methyl 2-({9-[(1R)-1-(4-chloro-2-fluorophenyl)ethyl]-1,2,3,4-tetrahydrobenzo[4,5]imidazo[1,2-a]pyrazin-2-yl}methyl)-3-{[(2S)-oxetan-2-yl]methyl}benzo[d]imidazole-5-carboxylate ClC1=CC(=C(C=C1)[C@H](C)C1=CC=CC2=C1N=C1N2CCN(C1)CC=1N(C2=C(N1)C=CC(=C2)C(=O)OC)C[C@H]2OCC2)F